C(C=C)(=O)NC=1C=C(C=CC1C)C1=C(NC2=NC=C(C=C21)C(=O)OC2CC2)C2=CC=C(C=C2)N2CCN(CC2)C cyclopropyl 3-(3-acrylamido-4-methylphenyl)-2-(4-(4-methylpiperazin-1-yl)phenyl)-1H-pyrrolo[2,3-b]pyridine-5-carboxylate